4-(tert-Butyl)-N-(4-(3-(tert-butyl)-1H-pyrazol-1-yl)butyl)-2-methoxy-1H-imidazole-1-carboxamide C(C)(C)(C)C=1N=C(N(C1)C(=O)NCCCCN1N=C(C=C1)C(C)(C)C)OC